OC(=O)C(F)(F)F.N1(N=NC=C1)C[C@@H]1C[C@H](CN1)NC(=O)C=1OC(=CN1)C1=CC(=CC=C1)C#N N-((3R,5S)-5-((1H-1,2,3-triazol-1-yl)methyl)pyrrolidin-3-yl)-5-(3-cyanophenyl)oxazole-2-carboxamide TFA salt